P(=O)(OC1(C(C=CC=C1)C)C)(OC1=CC=CC=C1)[O-] xylenyl phenyl phosphate